(R)-3-chlorophenyl-oxirane ClC=1C=C(C=CC1)[C@H]1OC1